CC(C(C)B([2H])C(C)C(C)C)C bis(3-methylbutan-2-yl)borane-d